C(C)(=O)C1=C(C2=C(N=C(N=C2)NC2=NC=C(C=C2)C2CCN(CC2)CC2=CC=C(C=C2)[C@@H](C)O[Si](C)(C)C(C)(C)C)N(C1=O)C1CCCC1)C (R)-6-acetyl-2-((5-(1-(4-(1-((tert-butyldimethylsilyl)oxy)ethyl)-benzyl)piperidin-4-yl)pyridin-2-yl)amino)-8-cyclopentyl-5-methylpyrido[2,3-d]pyrimidin-7(8H)-one